3-[2-hydroxy-3-methyl-5-(4-{5-oxa-2,8-diazaspiro[3.5]nonan-8-yl}butyl)-hexahydro-2H-1,3-benzodiazol-1-yl]piperidine-2,6-diol trifluoroacetate FC(C(=O)O)(F)F.OC1N(C2C(N1C1C(NC(CC1)O)O)CCC(C2)CCCCN2CCOC1(CNC1)C2)C